C(CCCCCCCCCCCCCCC)(=O)N[C@@H](CO)[C@H](O)CCCCCCCCCCCCCCC N-palmitoyl-sphinganine